(R/S)-N-benzyl-N-(1-phenylethyl)benzenesulfonamide 2-({[3-(Methylsulfanyl)phenyl]carbamoyl}oxy)-ethylprop-2-enoat CSC=1C=C(C=CC1)NC(=O)OCCOC(C=C)=O.C(C1=CC=CC=C1)N(S(=O)(=O)C1=CC=CC=C1)[C@H](C)C1=CC=CC=C1 |r|